FC1=C(C=CC=C1)C1=NC2=C(N1)C=C(C=C2)C2=NN(C=N2)COCC[Si](C)(C)C 2-(2-fluorophenyl)-6-(1-((2-(trimethylsilyl)ethoxy)methyl)-1H-1,2,4-triazol-3-yl)-1H-benzo[d]imidazol